C1(CCCCC1)NC=1C2=C(N=C(N1)NC1=C(C=C(C=C1)S(=O)(=O)N1CCOCC1)OC)NC=C2 N4-cyclohexyl-N2-(2-methoxy-4-(morpholinosulfonyl)phenyl)-7H-pyrrolo[2,3-d]pyrimidine-2,4-diamine